C12(CC(C1)C2)NC(CN2C(C(=CC=C2)NC([C@H](CC/C=C/C(=O)NC2CC2)NC(=O)C=2N=NC1=CC=CC=C1C2)=O)=O)=O (S,E)-N7-(1-(2-(Bicyclo[1.1.1]pentan-1-ylamino)-2-oxoethyl)-2-oxo-1,2-dihydropyridin-3-yl)-6-(cinnolin-3-carboxamido)-N1-cyclopropylhept-2-endiamid